C1(CC1)OC1=CC=C2C=C(C(=C(C2=C1)CCNC(C)=O)F)[2H] N-(2-(7-cyclopropyloxy-2-fluoronaphthalen-1-yl-3-d)ethyl)acetamide